C(OCCCCCCOC(C(=O)N(CCOCCOCCOCCOCCOC(C1=CC=CC=C1)(C1=CC=CC=C1)C1=CC=CC=C1)CCCCCCCC)COCCCCCCOC(=O)OC(CCCCCCCC)CCCCCC)(OC(CCCCCCCC)CCCCCC)=O 6-[1-[6-(1-hexylnonoxycarbonyloxy)hexoxymethyl]-2-[octyl-[2-[2-[2-[2-(2-trityloxyethoxy)ethoxy]ethoxy]ethoxy]ethyl]amino]-2-oxo-ethoxy]hexyl 1-hexylnonyl carbonate